6',7'-difluoro-2',3'-dihydro-4'H-spiro[cyclopropane-1,1'-naphthalene]-4'-one FC=1C=C2C(CCC3(C2=CC1F)CC3)=O